6-(hexyl-(prop-2-yn-1-yl)amino)hexane-1,2,3,4,5-penta-ol C(CCCCC)N(CC(C(C(C(CO)O)O)O)O)CC#C